ClC=1C2=CN(N=C2C(=C(C1)C1=CC=C(C=C1)CCN1CCC(CC1)O)Cl)[C@@H](C(=O)NC=1SC=CN1)C1=C2N(C=N1)C[C@@H](C2)F |&1:26| rac-2-(4,7-Dichloro-6-(4-(2-(4-hydroxypiperidin-1-yl)ethyl)phenyl)-2H-indazol-2-yl)((R)-6-fluoro-6,7-dihydro-5H-pyrrolo[1,2-c]imidazol-1-yl)-N-(thiazol-2-yl)acetamide